[C@H]12CN(C[C@H](CC1)N2)C=2C1=C(N=C(N2)OCC(=O)OCC)C(=C(N=C1)C1=CC(=CC2=CC=CC(=C12)C#C[Si](C(C)C)(C(C)C)C(C)C)O)F ethyl 2-((4-((1R,5S)-3,8-diazabicyclo[3.2.1]octan-3-yl)-8-fluoro-7-(3-hydroxy-8-((triisopropylsilyl)ethynyl)naphthalen-1-yl)pyrido[4,3-d]pyrimidin-2-yl)oxy)acetate